C(CCCCCCCCCCCCCCCCC)OC(C(S)CC1=CC(=C(C(=C1)C)O)C)=O Octadecyl-4-hydroxy-3,5-dimethylbenzyl-mercaptoacetat